N1=CC=CC=2C(=CC3=CC=CN=C3C12)N (1,10)phenanthroline-5-amine